((2-(ethyl-d5)-6-fluoro-5-(piperazin-1-yl)pyrazolo[1,5-a]pyridin-3-yl)(methyl-d3)amino)-4-(4-fluorophenyl)thiazole-5-carbonitrile C(C([2H])([2H])[2H])(C1=NN2C(C=C(C(=C2)F)N2CCNCC2)=C1N(C([2H])([2H])[2H])C=1SC(=C(N1)C1=CC=C(C=C1)F)C#N)([2H])[2H]